C1CC12CN(CCC2)C(=O)[O-] 5-azaspiro[2.5]octane-5-carboxylate